ClC1=C(C(=O)N2C[C@@H]([C@@H](CC2)C(=O)OCC)C)C=CC(=C1CN1C=C(C2=CC(=CC(=C12)C)C(F)(F)F)C)Cl (3R,4R)-ethyl 1-(2,4-dichloro-3-((3,7-dimethyl-5-(trifluoromethyl)-1H-indol-1-yl)methyl)benzoyl)-3-methylpiperidine-4-carboxylate